methyl(2-hydroxyethyl)diethylammonium bromide [Br-].C[N+](CC)(CC)CCO